CN1C(=NC2=C(C=C(C=C2C1=O)C)C(C)NC=1C=C(C#N)C=CC1)N1CCOCC1 3-((1-(3,6-dimethyl-2-morpholino-4-oxo-3,4-dihydroquinazolin-8-yl)ethyl)amino)benzonitrile